N-(4-Fluoro-benzyl)-3-[3-(4-methoxy-benzyl)-3H-imidazo[4,5-b]pyridin-2-yl]-propionamide FC1=CC=C(CNC(CCC2=NC=3C(=NC=CC3)N2CC2=CC=C(C=C2)OC)=O)C=C1